3-((6-(3-chloro-1H-pyrazol-4-yl)-1-oxo-2,7-naphthyridin-2(1H)-yl)methyl)-5-fluoro-N-((1S,4S)-4-hydroxycyclohexyl)benzamide ClC1=NNC=C1C=1C=C2C=CN(C(C2=CN1)=O)CC=1C=C(C(=O)NC2CCC(CC2)O)C=C(C1)F